5-(4-chloro-1H-indole-2-carbonyl)-N-[(2R)-1,1,1-trifluoropropan-2-yl]-4H,5H,6H,7H-[1,2]oxazolo[4,3-c]pyridine-3-carboxamide ClC1=C2C=C(NC2=CC=C1)C(=O)N1CC=2C(CC1)=NOC2C(=O)N[C@@H](C(F)(F)F)C